trans-(E)-4-(dimethylamino)-N-(3-((6-(2-ethyl-5-fluoro-4-hydroxyphenyl)-1H-indazol-4-yl)oxy)cyclobutyl)-N-(2-methoxyethyl)but-2-enamide CN(C/C=C/C(=O)N(CCOC)[C@@H]1C[C@H](C1)OC1=C2C=NNC2=CC(=C1)C1=C(C=C(C(=C1)F)O)CC)C